C(#N)C=1N(C2=C(C=CC(=C2C1F)OC)F)CCNC1=CC(=NC=N1)C1=CC(=CS1)C(F)(F)F 5-{6-[2-(2-Cyano-3,7-difluoro-4-methoxy-indol-1-yl)-ethylamino]-pyrimidin-4-yl}-3-trifluoromethyl-thiophen